O1C2=C(NCC1)C=CC(=C2)C(=O)O 3,4-dihydro-2H-benzo[b][1,4]oxazine-7-carboxylic acid